ClC=1C=C(C=CC1)C1=CC=C2C(=C(N3C(C2=C1)=NC=N3)C(=O)NCC(=O)O)O (9-(3-chlorophenyl)-6-hydroxy-[1,2,4]triazolo[5,1-a]isoquinoline-5-carbonyl)glycine